C(C1=CC=CC=C1)O[C@@H]1[C@@](O[C@@H]2OC(O[C@@H]21)(C)C)(C=C)COCC2=CC=CC=C2 (3aR,5R,6S,6aR)-6-(benzyloxy)-5-((benzyloxy)methyl)-2,2-dimethyl-5-vinyltetrahydrofuro[2,3-d][1,3]dioxole